COC=1C=NC2=CC(=NC(=C2C1)OC1CCC(CC1)NC(O)=O)N1CCOCC1.IC[Si](O[Si](CI)(C)C)(C)C 1,3-bis(iodomethyl) tetramethyldisiloxane [4-[(3-methoxy-7-morpholino-1,6-naphthyridin-5-yl)oxy]cyclohexyl]carbamate